4-(4-(azetidin-1-ylsulfonyl)phenyl)pyridin-3-amine N1(CCC1)S(=O)(=O)C1=CC=C(C=C1)C1=C(C=NC=C1)N